C(C)(C)(C)C1=NC(=NO1)C(=O)NCC1=C(C=C(C=C1)C1=NC=NN2C1=CC(=C2)CCN2CCC(CC2)C2=CC=C(C=C2)C2(C(NC(CC2)=O)=O)C)F 5-tert-butyl-N-[[2-fluoro-4-[6-[2-[4-[4-(3-methyl-2,6-dioxo-3-piperidyl)phenyl]-1-piperidyl]ethyl]pyrrolo[2,1-f][1,2,4]triazin-4-yl]phenyl]methyl]-1,2,4-oxadiazole-3-carboxamide